FC=1C=C(C=C(C1CNCC(=O)O)OC)C1=C(C(=CC=C1)C1=C(C(=CC=C1)NC(=O)C1=NC=NC=C1)C)C ((3-fluoro-5-methoxy-2',2''-dimethyl-3''-(pyrimidine-4-carboxamido)-[1,1':3',1''-terphenyl]-4-yl)methyl)glycine